7,11-dimethyltrideca-6,10-diene-2,5-dione CC(=CC(CCC(C)=O)=O)CCC=C(CC)C